(R)-(3-(3-bromo-1,2,4-thiadiazol-5-yl)-8-methyl-5,6-dihydro-[1,2,4]triazolo[4,3-a]pyrazin-7(8H)-yl)(4-fluorophenyl)methanone (±)-cis-methyl-5-hydroxytetrahydro-2H-pyran-3-carboxylate COC(=O)[C@@H]1COC[C@@H](C1)O.BrC1=NSC(=N1)C1=NN=C2N1CCN([C@@H]2C)C(=O)C2=CC=C(C=C2)F |&1:4,8|